COC1=C2C(=C3C(=C(C(OC3=C1)=O)CC(=O)N1CCOCC1)C)OCO2 4-methoxy-9-methyl-8-(2-morpholino-2-oxoethyl)-7H-[1,3]dioxolo[4,5-f]chromen-7-one